tert-butyl (3aR,7aR)-4-(3-fluorophenyl)-3-{2-[2-(2-methoxyethoxy)ethoxy]ethyl}-hexahydro-2H-pyrrolo[3,2-b]pyridine-1-carboxylate FC=1C=C(C=CC1)N1[C@H]2[C@@H](CCC1)N(CC2CCOCCOCCOC)C(=O)OC(C)(C)C